6-(4-Amino-3-(4-phenoxyphenyl)-1H-pyrazolo[3,4-d]pyrimidin-1-yl)-N-(2-aminophenyl)hexanamide NC1=C2C(=NC=N1)N(N=C2C2=CC=C(C=C2)OC2=CC=CC=C2)CCCCCC(=O)NC2=C(C=CC=C2)N